6-tert-Butyl-N-[(6-oxo-1H-pyridin-2-yl)sulfonyl]-2-(2,4,6-trimethylphenoxy)pyridin-3-carboxamid C(C)(C)(C)C1=CC=C(C(=N1)OC1=C(C=C(C=C1C)C)C)C(=O)NS(=O)(=O)C=1NC(C=CC1)=O